ClC=1C=C(C=CC1Cl)CC(=O)N(C1C(CCC2=C(C=CC=C12)O)N1CCCC1)C 3,4-dichloro-N-methyl-N-(2-(pyrrolidin-1-yl)-1,2,3,4-tetrahydro-5-hydroxynaphthalen-1-yl)-benzeneacetamide